CN1C(=NC=C1)COC1=CC=2N(C=C1)C=CN2 7-(1-methyl-1H-imidazol-2-ylmethoxy)-imidazo[1,2-a]pyridin